CC1(C)CCC(C(C)=C1\C=C\C(\C)=C\C=C\C(\C)=C\C=C\C=C(/C)\C=C\C=C(/C)\C=C\C1=C(C)CCCC1(C)C)=O β,β-Caroten-4-one